BrCC1=CC=CC=C1 α-bromotoluene